S(N)(=O)(=O)C1=NC=CC(=C1)C1=C(C(=NC=C1C(F)(F)F)N1C[C@]2(CC[C@H]2C1)C(F)(F)F)C(=O)N (2-sulfamoyl-4-pyridyl)-5-(trifluoromethyl)-2-[(1r,5r)-1-(trifluoromethyl)-3-azabicyclo[3.2.0]hept-3-yl]pyridine-3-carboxamide